bis(2,3-dihydrobenzo[d]thiazole-2-yl)methane S1C(NC2=C1C=CC=C2)CC2SC1=C(N2)C=CC=C1